O=C(CC(=O)OCC)C=1C=NC=C(C1)C(F)(F)F Ethyl 3-oxo-3-[5-(trifluoromethyl) pyridin-3-yl]propanoate